OC=1C(=CC2=CC(=CC=C2C1N=NC1=CC(=CC=C1)C=CC(C1=CC=CC=C1)=O)S(=O)(=O)O)S(=O)(=O)O 3-Hydroxy-4-[[3-(3-oxo-3-phenylprop-1-enyl)phenyl]diazenyl]naphthalene-2,7-disulfonic acid